FC1=CC2=C(N(C(CO2)=O)CC#C)C=C1N1CN(C(N(C1)C)=S)C 3-[7-fluoro-3-oxo-4-(prop-2-ynyl)-3,4-dihydro-2H-benzo[1,4]Oxazin-6-yl]-1,5-dimethyl-6-thioxo-[1,3,5]triazine